C1(=CC=CC=C1)O.[Cs] cesium phenol salt